1-(1H-Benzoimidazol-5-yl)-3-hydroxy-4-phenyl-5-quinolin-3-yl-1,5-dihydro-pyrrol-2-one N1C=NC2=C1C=CC(=C2)N2C(C(=C(C2C=2C=NC1=CC=CC=C1C2)C2=CC=CC=C2)O)=O